N-((1r,4r)-4-(Benzyl-(methyl)amino)cyclohexyl)-6-(dimethylamino)pyridine-3-sulfonamide C(C1=CC=CC=C1)N(C1CCC(CC1)NS(=O)(=O)C=1C=NC(=CC1)N(C)C)C